(5-bromo-4,6-dimethoxy-pyrimidin-2-yl)amine BrC=1C(=NC(=NC1OC)N)OC